[N+](=O)([O-])C(C(=O)O)=CC=CC=CC=CC=CCCCCCCCCC nitroeicosapentaenoic acid